5-chloro-N-(2-(4,4-difluorocyclohexyl)-4-(2,5-difluorophenyl)pyridin-3-yl)-1-methyl-1H-pyrazole-4-carboxamide ClC1=C(C=NN1C)C(=O)NC=1C(=NC=CC1C1=C(C=CC(=C1)F)F)C1CCC(CC1)(F)F